4-(4-(((2-hydroxy-2-(4-methyl-1-oxo-1,3-dihydroisobenzofuran-5-yl)ethyl)amino)methyl)-1H-pyrazol-1-yl)benzonitrile OC(CNCC=1C=NN(C1)C1=CC=C(C#N)C=C1)C=1C(=C2COC(C2=CC1)=O)C